ClC1=CC(=CC(=N1)C(=O)O)OC 6-chloro-4-methoxy-pyridine-2-carboxylic acid